(4-fluorobenzyl)-2-(indolin-7-yl)benzene-1,4-diamine FC1=CC=C(CC=2C(=C(C=CC2N)N)C=2C=CC=C3CCNC23)C=C1